(1-(methylsulfonyl)piperidin-3-yl)acetamide CS(=O)(=O)N1CC(CCC1)CC(=O)N